COC1=CC(=CC=2N1C(=CN2)C)C=2N=NN(C2C)C2CCN(CC2)C(=O)OC(C)(C)C tert-Butyl 4-[4-(5-methoxy-3-methyl-imidazo[1,2-a]pyridin-7-yl)-5-methyl-triazol-1-yl]piperidine-1-carboxylate